C(C)(C)(C)C=1C(=CC(=C(C1)C(C=1N(C(=C(N1)C)C(=O)NC1CN(C1)C(=O)OC(C)(C)C)C)O)OC1OCCCC1)F tert-Butyl 3-(2-((5-(tert-butyl)-4-fluoro-2-((tetrahydro-2H-pyran-2-yl)oxy)phenyl)(hydroxy)methyl)-1,4-dimethyl-1H-imidazole-5-carboxamido)azetidine-1-carboxylate